FC(C(=O)[O-])C[C@@H](C(=O)O)NC(=O)C1=CC=C(NC[C@H]2CNC=3N=C(N)NC(=O)C3N2C)C=C1 Fluoro-5-methyl-(6S)-tetrahydrofolate